2-(2-Carbamoyl-cyclopropyl)-2-methyl-propionic acid ethyl ester C(C)OC(C(C)(C)C1C(C1)C(N)=O)=O